C1(CCC1)C=1C(=NN(C1NC(CC(C(F)(F)F)(C)C)=O)C)CC1=C(C=CC=C1)F N-(4-cyclobutyl-3-(2-fluorobenzyl)-1-methyl-1H-pyrazol-5-yl)-4,4,4-trifluoro-3,3-dimethylbutanamide